1-[3-[1-(Methoxymethyl)-2-methyl-propyl]sulfanyl-2,3-dihydrobenzofuran-2-yl]ethanone COCC(C(C)C)SC1C(OC2=C1C=CC=C2)C(C)=O